N[C@H]1CS(C2=C(N(C1=O)CC1=CC=C(C=C1)F)C=C(C(=C2)F)C2=NOC(=N2)C(C(F)(F)F)(OC)F)(=O)=O (3R)-3-amino-8-fluoro-5-[(4-fluorophenyl)methyl]-1,1-dioxo-7-[5-(1,2,2,2-tetrafluoro-1-methoxy-ethyl)-1,2,4-oxadiazol-3-yl]-2,3-dihydro-1lambda6,5-benzothiazepin-4-one